N-(1,3-Oxazol-2-ylmethyl)-2'-(pyridin-2-ylmethyl)-8'-(trifluoromethyl)-2',5'-dihydrospiro[cyclobutan-1,4'-furo[2,3-g]indazol]-7'-carboxamid O1C(=NC=C1)CNC(=O)C1=C(C2=C(CC3(C4=CN(N=C24)CC2=NC=CC=C2)CCC3)O1)C(F)(F)F